[Cu](Cl)(Cl)Cl.C(=O)(O)CN1CN(C=C1)C 1-Carboxymethyl-3-methylimidazole copper trichloride